S(=O)(=O)(O)O[C@H]1[C@@H](O[C@@H]([C@H]1OP(=O)(O)O)COP(=O)(O)O)N1C=NC=2C(N)=NC=NC12 3',5'-diphosphoadenosine sulfate